4-(4-benzoylphenylthio)phenylbis(4-fluorophenyl)sulfonium C(C1=CC=CC=C1)(=O)C1=CC=C(C=C1)SC1=CC=C(C=C1)[S+](C1=CC=C(C=C1)F)C1=CC=C(C=C1)F